(R)-3-(4,6-dihydroxypyrimidin-5-yl)butanoic acid methyl ester COC(C[C@@H](C)C=1C(=NC=NC1O)O)=O